3-(azetidin-3-yl)-3-azabicyclo[3.1.1]heptane trifluoroacetic acid salt FC(C(=O)O)(F)F.N1CC(C1)N1CC2CC(C1)C2